N2-(4-((2-Ethyl-4-phenylthiazol-5-yl)oxy)pyridin-2-yl)-N-(2-(4-methylpiperazin-1-yl)ethyl)pyridine-2,5-diamine C(C)C=1SC(=C(N1)C1=CC=CC=C1)OC1=CC(=NC=C1)N(C1=NC=C(C=C1)N)CCN1CCN(CC1)C